C(C)OC1=C(C2=CC=CC=C2C=C1)C(C(=O)NC1=CC=CC=C1)(F)F (2-ethoxynaphthalen-1-yl)-2,2-difluoro-N-phenylacetamide